tert-butyl 4-[4-[(5-bromoimidazo[1,2-a]pyrazin-8-yl)amino]pyrazol-1-yl]piperidine-1-carboxylate BrC1=CN=C(C=2N1C=CN2)NC=2C=NN(C2)C2CCN(CC2)C(=O)OC(C)(C)C